CC=1C=C(C=2C3=C(C(OC2C1)(C)C)C=CC(=C3)C)O 3,6,6,9-tetramethyl-6H-benzo[c]chromen-1-ol